methyl (1R,3R,4S,5S)-4-(methylsulfonamido)-3-((((1s,4S)-4-phenylcyclohexyl)oxy)methyl)-2-azabicyclo[3.2.0]heptane-2-carboxylate CS(=O)(=O)N[C@@H]1[C@@H](N([C@@H]2CC[C@H]12)C(=O)OC)COC1CCC(CC1)C1=CC=CC=C1